OC=1C(=CC2=C(C=C(S2)C(C[C@@H](C(=O)O)C)=O)C1)O (2S)-4-(5,6-dihydroxy-1-benzothien-2-yl)-2-methyl-4-oxobutanoic acid